FC1=C(C=CC(=C1)C1C(COC2=CC(=CC=C12)O)C=1C=C(C=CC1)C)N1CCC(CC1)CN(CC#CC=1C=C2CN(C(C2=CC1)=O)C1C(NC(CC1)=O)=O)C 3-(5-(3-(((1-(2-fluoro-4-(7-hydroxy-3-(m-tolyl)chroman-4-yl)phenyl)piperidin-4-yl)methyl)(methyl)amino)prop-1-yn-1-yl)-1-oxoisoindolin-2-yl)piperidine-2,6-dione